3-chloro-2-(3,5-dibromo-1H-pyrazol-1-yl)pyridine ClC=1C(=NC=CC1)N1N=C(C=C1Br)Br